N[C@](C(=O)OC(C)C)(CC(C)(C)C)C=1C=CC=2N(C1)C=CN2 isopropyl (R)-2-amino-2-(imidazo[1,2-a]pyridin-6-yl)-4,4-dimethylvalerate